Lithium bis(pentafluoroethanesulfonyl)amide FC(C(F)(F)F)(S(=O)(=O)[N-]S(=O)(=O)C(C(F)(F)F)(F)F)F.[Li+]